N1(CCOCC1)C(=O)[C@@H]1CCCN1 (3S,5S)-5-(morpholine-4-carbonyl)pyrrolidine